C(C=C)N1OC(=CC1=O)CN1CCC(CC1)OC1=C2C(=NC=C1)C=CS2 2-allyl-5-((4-(thieno[3,2-b]pyridin-7-yloxy)piperidin-1-yl)methyl)isoxazol-3(2H)-one